(methylsulfonyl)oxypyrrolidine-1-carboxylate CS(=O)(=O)OC1N(CCC1)C(=O)[O-]